6-(2,4-Dihydroxybenzylamino)-9-β-D-arabinofuranosylpurin OC1=C(CNC2=C3N=CN(C3=NC=N2)[C@H]2[C@@H](O)[C@H](O)[C@H](O2)CO)C=CC(=C1)O